1-bromo-2,4-difluoro-5-methyl-benzene BrC1=C(C=C(C(=C1)C)F)F